NC=1N=C(C2=C(N1)C=NN2CC2=C(C=CC(=C2)CN2CCN(CC2)C)OC)N[C@H](CCO)CCC (3S)-3-{[5-amino-1-({2-methoxy-5-[(4-methyl-piperazin-1-yl)methyl]-phenyl}methyl)-1H-pyrazolo[4,3-d]pyrimidin-7-yl]amino}hexan-1-ol